CC=1N=C2N(C=C(C=C2C)C=2C(=C(C=CC2)O)C=2N=NC(=CC2)C2CN(C2)CC)C1 {2,8-Dimethylimidazo[1,2-a]pyridin-6-yl}-2-[6-(1-ethylazetidin-3-yl)pyridazin-3-yl]phenol